ClC=1C(=C(C=CC1)S(=O)(=O)N1N=CC(=C1)CN1CCC2(CC1)COC1=C3CN(C(C3=CC=C12)=O)[C@@H]1C(NC(CC1)=O)=O)F (S)-3-(1'-((1-((3-chloro-2-fluorophenyl)sulfonyl)-1H-pyrazol-4-yl)methyl)-6-oxo-6,8-dihydro-2H,7H-spiro[furo[2,3-e]isoindole-3,4'-piperidin]-7-yl)piperidine-2,6-dione